N-((5-methyl-2-(1-methylethyl)cyclohexyl)carbonyl)glycine ethyl ester C(C)OC(CNC(=O)C1C(CCC(C1)C)C(C)C)=O